FC1=C(C=CC(=C1)F)NC1=CC=C(CN(C(C(C)(C)C)=O)O)C=C1 N-(4-((2,4-difluorophenyl)amino)benzyl)-N-hydroxypivalamide